2-[methyl({4-phenyl-6-[2-(pyridin-4-yl)ethyl]quinolin-2-yl})amino]acetic acid CN(CC(=O)O)C1=NC2=CC=C(C=C2C(=C1)C1=CC=CC=C1)CCC1=CC=NC=C1